FC1(CN(CC[C@H]1NC1=NN2C(C(=N1)OC)=C(C(=C2)F)C=2C=C(C1=C(N(C=N1)CC(F)F)C2)F)C2(COC2)[2H])F (R)-N-(3,3-difluoro-1-(oxetan-3-yl-3-d)piperidin-4-yl)-5-(1-(2,2-difluoroethyl)-4-fluoro-1H-benzo[d]imidazol-6-yl)-6-fluoro-4-methoxypyrrolo[2,1-f][1,2,4]triazin-2-amine